tert-Butyl (S)-7-(hydroxymethyl)-1,4-oxazepane-4-carboxylate OC[C@@H]1CCN(CCO1)C(=O)OC(C)(C)C